C(#N)C1=C(C=CC=C1)CC(=O)NC(C(=O)O)CCN(CCCCC1=NC=2NCCCC2C=C1)CC(CF)OC 2-[[2-(2-cyanophenyl)acetyl]amino]-4-[[3-fluoro-2-methoxy-propyl]-[4-(5,6,7,8-tetrahydro-1,8-naphthyridin-2-yl)butyl]amino]butanoic acid